ClC1=CC=C(C=C1)NCC(=O)N(C)C 2-((4-Chlorophenyl)amino)-N,N-dimethylacetamide